(S)-N-(6-(5-ethyl-1,2,4-oxadiazol-3-yl)-2,3-dihydrobenzofuran-3-yl)-1-methyl-1H-pyrazole-5-carboxamide C(C)C1=NC(=NO1)C1=CC2=C([C@@H](CO2)NC(=O)C2=CC=NN2C)C=C1